N-cyclopropyl-3-(5''-(methylsulfonamido)dispiro[cyclopropane-1,1'-cyclohexane-4',3''-indoline]-1''-carbonyl)benzenesulfonamide C1(CC1)NS(=O)(=O)C1=CC(=CC=C1)C(=O)N1CC2(C3=CC(=CC=C13)NS(=O)(=O)C)CCC1(CC2)CC1